C(#N)C(CC1C(NCC1)=O)NC(=O)C1N(C2CC(C1CC2)(F)F)C(C(CC2CC2)NC=2C=NC=C(C2)C)=O N-(1-cyano-2-(2-oxopyrrolidin-3-yl)ethyl)-2-(3-cyclopropyl-2-((5-methylpyridin-3-yl)amino)propanoyl)-5,5-difluoro-2-azabicyclo[2.2.2]octane-3-carboxamide